2-cyclopropyl-6-(methylthio)-1,2-dihydro-3H-pyrazolo[3,4-d]pyrimidin-3-one C1(CC1)N1NC2=NC(=NC=C2C1=O)SC